ClC1=CC2=C(N(S(N=C2N2[C@H](CN(CC2)C(C=C)=O)C)(=O)=O)C=2C(=NC=CC2C)C(C)C)N=C1C1=C(C=CC=C1)F 1-((3S)-4-(6-chloro-7-(2-fluorophenyl)-1-(4-methyl-2-(2-propanyl)-3-pyridinyl)-2,2-dioxido-1H-pyrido[2,3-c][1,2,6]thiadiazin-4-yl)-3-methyl-1-piperazinyl)-2-propen-1-one